The molecule is a 2-hydroxy monocarboxylic acid that is acrylic acid in which the hydrogen at position 2 is substituted by a hydroxy group and a hydrogen at position 3 is substituted by a 4-hydroxyphenyl group. It has a role as a mouse metabolite. It is a member of phenols and a 2-hydroxy monocarboxylic acid. It derives from an acrylic acid. C1=CC(=CC=C1/C=C(/C(=O)O)\\O)O